N(=[N+]=[N-])CN1C=NC(=CC1=O)Cl 3-(azidomethyl)-6-chloro-pyrimidin-4-one